C(C)(=O)OCC(C)C1=CC=CC=C1 2-phenylpropyl acetate